methyl-N-[(5-methyl-1,2-oxazol-3-yl)methyl]-4-[(1-methylcyclopropyl)amino]furo[2,3-d]pyrimidine-5-carboxamide CC=1N=C(C2=C(N1)OC=C2C(=O)NCC2=NOC(=C2)C)NC2(CC2)C